C(C1=CC=CC=C1)OC1=C2CC(N(CC2=CC=C1OC)C1=NC2=CC=CC=C2C=N1)C(=O)O 5-(benzyloxy)-6-methoxy-2-(quinazolin-2-yl)-1,2,3,4-tetrahydroisoquinoline-3-carboxylic acid